FC=1C=C(C=C(C1F)N1CCNCC1)C=1C=C2C(=NC1)NC=C2C=2C=NC=1N(C2)C=CN1 6-(5-(3,4-difluoro-5-(piperazin-1-yl)phenyl)-1H-pyrrolo[2,3-b]pyridin-3-yl)imidazo[1,2-a]pyrimidine